(6-methyl-7-(1-(tetrahydro-2H-pyran-4-yl)-1H-pyrazol-4-yl)imidazo[1,2-b]pyridazin-3-yl)-2,3-dihydro-1H-pyrrolo[2,3-b]pyridine-1-carboxylic acid tert-butyl ester C(C)(C)(C)OC(=O)N1C(CC=2C1=NC=CC2)C2=CN=C1N2N=C(C(=C1)C=1C=NN(C1)C1CCOCC1)C